2-methyl-5-(4,4,5,5-tetramethyl-1,3,2-dioxaborolan-2-yl)indole-3-amine CC=1NC2=CC=C(C=C2C1N)B1OC(C(O1)(C)C)(C)C